[(3aR,4R,6R,6aS)-2,2-dimethyl-6-{pyrrolo[2,3-d]pyrimidin-7-yl}-tetrahydro-3aH-cyclopenta[d][1,3]dioxol-4-yl]methanol CC1(O[C@H]2[C@@H](O1)[C@@H](C[C@@H]2CO)N2C=CC1=C2N=CN=C1)C